(S)-4-amino-butanoic acid NCCCC(=O)O